4-(acetylhydroxymethyl)phenylacetyl chloride C(C)(=O)C(C1=CC=C(C=C1)CC(=O)Cl)O